ClCCCCCCOCCOCCOCCCCCC(=O)Cl 6-(2-(2-((6-chlorohexyl)oxy)ethoxy)ethoxy)hexanoyl chloride